2-(3-acetyl-6-bromo-1H-indol-1-yl)-N-(2-((3-chloro-2-fluorobenzyl)amino)-2-oxoethyl)-N-cyclopropylacetamide C(C)(=O)C1=CN(C2=CC(=CC=C12)Br)CC(=O)N(C1CC1)CC(=O)NCC1=C(C(=CC=C1)Cl)F